Ethyl (±)-3-((tert-butyldiphenylsilyl)oxy)-2-hydroxypropionate [Si](C1=CC=CC=C1)(C1=CC=CC=C1)(C(C)(C)C)OC[C@H](C(=O)OCC)O |r|